1-((1R,4R)-5-(5-((4-chloro-5-(trifluoromethyl)pyrimidin-2-yl)amino)-6-cyclopropylpyridin-2-yl)-2,5-diazabicyclo[2.2.1]heptan-2-yl)-2,2,2-trifluoroethan-1-one ClC1=NC(=NC=C1C(F)(F)F)NC=1C=CC(=NC1C1CC1)N1[C@H]2CN([C@@H](C1)C2)C(C(F)(F)F)=O